C1(=CC=CC=C1)NOC=1C(C(=O)O)=CC=CC1.NC1=CC(=C(C(=O)OC2=CC=CC=C2)C=C1)O phenyl 4-amino-2-hydroxy-benzoate (phenyl aminosalicylate)